(3-benzoyl-1-(2-(4-(difluoromethyl)-1-p-toluenesulfonylpiperidin-2-yl)benzyl)thioureido)-1H-pyrrole-2-carboxylic acid ethyl ester C(C)OC(=O)C=1N(C=CC1)N(C(=S)NC(C1=CC=CC=C1)=O)CC1=C(C=CC=C1)C1N(CCC(C1)C(F)F)S(=O)(=O)C1=CC=C(C)C=C1